BrC1=CC=C(C=N1)NC(=O)C1CC1 N-(6-bromopyridin-3-yl)cyclopropanecarboxamide